OC=1C(=C2C=C(C(=CC2=CC1C)C(=O)O)C)C 6-hydroxy-3,5,7-trimethyl-2-naphthoic acid